Ethyl (2S)-2-[[(4-chlorophenyl)methyl-(3-cyano-6-morpholino-pyridazin-4-yl)carbamoyl]amino]3-methyl-butanoate ClC1=CC=C(C=C1)CN(C(=O)N[C@H](C(=O)OCC)C(C)C)C1=C(N=NC(=C1)N1CCOCC1)C#N